bis(triphenyl-sulfonium) perfluoromethanedisulfonate FC(S(=O)(=O)[O-])(S(=O)(=O)[O-])F.C1(=CC=CC=C1)[S+](C1=CC=CC=C1)C1=CC=CC=C1.C1(=CC=CC=C1)[S+](C1=CC=CC=C1)C1=CC=CC=C1